(1R,3S)-3-(3-{[(6-methoxypyridin-3-yl)acetyl]amino}-1H-pyrazol-5-yl)cyclopentyl[(2S)-1-methoxypropan-2-yl]carbamate COC1=CC=C(C=N1)CC(=O)NC1=NNC(=C1)[C@@H]1C[C@@H](CC1)N(C([O-])=O)[C@H](COC)C